O1C(=NC2=C1C=CC=C2)NC=2NC(=C(C(N2)C2=C(C=CC=C2)Cl)C(=O)NC2=CC=C(C=C2)F)C 2-(benzo[d]oxazol-2-ylamino)-4-(2-chlorophenyl)-N-(4-fluorophenyl)-6-methyl-1,4-dihydropyrimidine-5-carboxamide